2-[6-amino-5-(trifluoromethyl)pyridin-3-yl]-N-[(1R)-1-(2-chloro-4-cyanophenyl)ethyl]-6,7-dihydrospiro[pyrazolo[5,1-c][1,4]oxazine-4,3'-pyrrolidine]-1'-carboxamide NC1=C(C=C(C=N1)C1=NN2C(=C1)C1(CN(CC1)C(=O)N[C@H](C)C1=C(C=C(C=C1)C#N)Cl)OCC2)C(F)(F)F